triethylhexadecyl-ammonium chloride [Cl-].C(C)[N+](CCCCCCCCCCCCCCCC)(CC)CC